O=C1N(C(C=C1)=O)CCOCCOCCOCCOCCOCCOCCOCCOCCC(=O)N[C@@H](C(C)C)C(=O)N[C@@H](C)C(=O)O N-[1-(2,5-dioxo-2,5-dihydro-1H-pyrrol-1-yl)-27-oxo-3,6,9,12,15,18,21,24-octaoxaheptacosan-27-yl]-L-valyl-L-alanine